SCCSC(CS)CSCCS 2,3-di(2-mercaptoethylthio)-1-propanethiol